phthalazin-1(2H)-one hydrochloride salt Cl.C1(NN=CC2=CC=CC=C12)=O